S1C(=NC2=C1C=CC=C2)C2C1(CCC(C2)CC1)C=O (benzo[d]thiazol-2-yl)bicyclo[2.2.2]octane-1-carbaldehyde